CC1=C(C2=C(C(=N1)C(=O)OC)CN(C2)C(=O)OC(C)(C)C)C 2-tert-butyl 4-methyl 6,7-dimethyl-1,3-dihydro-2H-pyrrolo[3,4-c]pyridine-2,4-dicarboxylate